2-[2-(1,2-dithiolan-3-yl)ethoxy]ethan-1-ol tert-butyl-(3-benzylidenecyclobutyl)(methyl)carbamate C(C)(C)(C)CN(C(=O)OCCOCCC1SSCC1)C1CC(C1)=CC1=CC=CC=C1